C1(CC1)C[C@H](C(=O)O)NC(=O)OCC1C2=CC=CC=C2C=2C=CC=CC12 (2R)-3-cyclopropyl-2-(9H-fluoren-9-ylmethoxycarbonylamino)propionic acid